tert-butyl 2-bromo-2-(5-(1-ethylcyclopropyl)-3-fluoro-2-methoxyphenyl)acetate BrC(C(=O)OC(C)(C)C)C1=C(C(=CC(=C1)C1(CC1)CC)F)OC